(4-ISOPROPYL-2-METHOXYPHENYL)BORONIC ACID C(C)(C)C1=CC(=C(C=C1)B(O)O)OC